FC=1C=CC(=C(C1)[C@@H](C)NC1=NC=2N(C=C1)N=CC2C(=O)OCC)O (R)-ethyl (R)-5-((1-(5-fluoro-2-hydroxyphenyl)ethyl)amino)pyrazolo[1,5-a]pyrimidine-3-carboxylate